Ethyl 3-(4-fluoro-1-methyl-1H-benzotriazol-5-yl)-3-[7-(hydroxymethyl)-2,3-dihydro-1H-inden-5-yl]propanoate FC1=C(C=CC=2N(N=NC21)C)C(CC(=O)OCC)C=2C=C1CCCC1=C(C2)CO